phenyl-ethyl-pyrazol C1(=CC=CC=C1)C=1C(=NNC1)CC